COC1(CCC1)C1=NC2=CC=C(C=C2C=C1)C 2-(1-Methoxycyclobutyl)-6-methylquinoline